(2-methoxyphenyl)(methyl)((4-((5-(trifluoromethyl)-1,2,4-oxadiazol-3-yl)methyl)phenyl)imino)-λ6-sulfanone COC1=C(C=CC=C1)S(=O)(=NC1=CC=C(C=C1)CC1=NOC(=N1)C(F)(F)F)C